N(N)=C1C=C2N([C@@H](CC=3C=C(C(=NC23)OC)OCCCOC)C(C)C)C=C1C(=O)NN (S)-10-hydrazineylidene-6-isopropyl-2-methoxy-3-(3-methoxypropoxy)-5,10-dihydro-6H-pyrido[1,2-h][1,7]naphthyridine-9-carbohydrazide